FC1=C(OC2=CC=C(N=N2)N)C=CC(=C1)F 6-(2,4-difluorophenoxy)pyridazin-3-amine